2-((6-(1,1-difluoroethyl)-2-methylpyridin-3-yl)sulfonyl)-6-((1-methyl-1H-pyrazol-3-yl)methyl)-2,6-diazaspiro[3.3]heptane FC(C)(F)C1=CC=C(C(=N1)C)S(=O)(=O)N1CC2(C1)CN(C2)CC2=NN(C=C2)C